3-(2-((tert-butyldimethylsilyl)oxy)ethyl)quinolin-6-ol Tert-butyl-(4-(((2-aminophenyl)amino)methyl)benzyl)carbamate C(C)(C)(C)N(C(=O)OC=1C=C2C=C(C=NC2=CC1)CCO[Si](C)(C)C(C)(C)C)CC1=CC=C(C=C1)CNC1=C(C=CC=C1)N